C(CC)OC(=O)C1=CC=NN1 1H-pyrazole-5-carboxylic acid propyl ester